BrC=1C(=CNC1)C1CC(C(C(C1)=O)=CNCCN(C)C)=O 5-(4-bromo-1H-pyrrole-3-yl)-2-(((2-(dimethylamino)ethyl)amino)methylene)cyclohexane-1,3-dione